4-cyclopropyl-2-(difluoromethoxy)-6-fluorobenzamide C1(CC1)C1=CC(=C(C(=O)N)C(=C1)F)OC(F)F